3,5-diacetylpyridine C(C)(=O)C=1C=NC=C(C1)C(C)=O